4-[3-[2,6-Dichloro-4-[1-(2,2-difluoroethyl)-1,6-diazaspiro[3.3]heptan-6-yl]benzoyl]-2,4-dihydro-1,3-benzoxazin-8-yl]-5-fluoro-2-(3-oxa-8-azabicyclo[3.2.1]octan-8-yl)benzoic acid ClC1=C(C(=O)N2COC3=C(C2)C=CC=C3C3=CC(=C(C(=O)O)C=C3F)N3C2COCC3CC2)C(=CC(=C1)N1CC2(CCN2CC(F)F)C1)Cl